FC1=C(C=CC(=C1)C(F)(F)F)COC1CN(C1)C(=O)N1C[C@H]2[C@H](OCC(N2)=O)CC1 (4aS,8aR)-6-[3-[[2-fluoro-4-(trifluoromethyl)phenyl]methoxy]azetidine-1-carbonyl]-4,4a,5,7,8,8a-hexahydropyrido[4,3-b][1,4]oxazin-3-one